1-(tert-butyl)(S)-2-(hydroxymethyl)piperazine C(C)(C)(C)N1[C@@H](CNCC1)CO